Cl.NCCCCCCNC(C1=CC(=CC=C1)N1C(NC(CC1)=O)=O)=O N-(6-aminohexyl)-3-(2,4-dioxo-1,3-diazinan-1-yl)benzamide HCl salt